(2,4-pentanedionyl)cobalt C(C(CC(C)=O)=O)[Co]